(E)-2-(2-((5-(tert-butyl)-4-oxo-5,6-dihydropyrrolo[3,4-c]pyrazol-1(4H)-yl)methyl)-3-fluoroallyl)isoindole-1,3-dione C(C)(C)(C)N1CC=2N(N=CC2C1=O)C\C(\CN1C(C2=CC=CC=C2C1=O)=O)=C\F